FC1=CC=C(C=C1)[C@@H]1N(CCC2=CC=CC=C12)C(=O)OCC1CCN(CC1)CCOCC#C (1-(2-(prop-2-yn-1-yloxy)ethyl)piperidin-4-yl)methyl (S)-1-(4-fluorophenyl)-3,4-dihydroisoquinoline-2(1H)-carboxylate